C(C1=CC=CC=C1)OC1=NC(=CC=C1C=1C=CC2=C(N=C(O2)CN2CCN(CC2)C(=O)OC(C)(C)C)C1)OCC1=CC=CC=C1 tert-butyl 4-((5-(2,6-bis(benzyloxy)pyridin-3-yl)benzo[d]oxazol-2-yl)methyl)piperazine-1-carboxylate